N-(4-{[5-methoxy-7-(tetrahydro-2H-pyran-4-yloxy)quinazolin-4-yl]amino}phenyl)-2-[4-(propan-2-yl)-1H-1,2,3-triazol-1-yl]acetamide COC1=C2C(=NC=NC2=CC(=C1)OC1CCOCC1)NC1=CC=C(C=C1)NC(CN1N=NC(=C1)C(C)C)=O